tert-butyl N-[(2S)-2-[3-bromo-5-[methoxy(methyl)carbamoyl]pyrazol-1-yl]propyl]carbamate BrC1=NN(C(=C1)C(N(C)OC)=O)[C@H](CNC(OC(C)(C)C)=O)C